CCCCCC(CCCC=O)=O DECAN-6,10-DION